OC(C)(C)C=1C(=CC2=CN(N=C2C1)CCC=O)NC(C1=NC(=CC=C1)C(F)(F)F)=O N-(6-(2-hydroxypropan-2-yl)-2-(3-oxopropyl)-2H-indazol-5-yl)-6-(trifluoromethyl)picolinamide